5-((3-(6-phenyl-5,6-dihydrocyclopenta[c]pyrazol-2(4H)-yl)phenyl)ethynyl)pyrimidin-2-amine C1(=CC=CC=C1)C1CCC=2C1=NN(C2)C=2C=C(C=CC2)C#CC=2C=NC(=NC2)N